C(C)(C)(C)OC(=O)NC=1C=CC2=C(CN(C[C@H](O2)CC)C(=O)OC(C)(C)C)N1 tert-Butyl (2R)-7-[(tert-butoxycarbonyl)amino]-2-ethyl-2,3-dihydropyrido[2,3-f][1,4]oxazepine-4(5H)-carboxylate